BrCC1=CC=C(C=C1)CCC 1-(bromomethyl)-4-n-propylbenzene